6-(phenoxy)-8-methyl-2-(tetrahydro-2H-pyran-4-ylamino)pyrido[2,3-d]pyrimidin-7(8H)-one O(C1=CC=CC=C1)C1=CC2=C(N=C(N=C2)NC2CCOCC2)N(C1=O)C